C(C)(=O)N1CC=2N(CC1)C(=NC2C=2C=CC=C1C=C(N=CC21)C2=CC=C(OCCC#CC1=C3CN(C(C3=CC=C1)=O)C1C(NC(CC1)=O)=O)C=C2)C2CCOCC2 3-(4-(4-(4-(8-(7-Acetyl-3-(tetrahydro-2H-pyran-4-yl)-5,6,7,8-tetrahydroimidazo[1,5-a]pyrazin-1-yl)isoquinolin-3-yl)phenoxy)but-1-yn-1-yl)-1-oxoisoindolin-2-yl)piperidine-2,6-dione